NC=1C(=NC(=NC1C1=C2C=NNC2=CC=C1C)C=1C(=NC=CC1)S(=O)(=O)C)C(=O)N 5-amino-6-(5-methyl-1H-indazol-4-yl)-2-(2-(methylsulfonyl)pyridin-3-yl)pyrimidine-4-carboxamide